FC=1C=C(C=C(C1)F)[C@@H]1CC[C@H]2OC3(C(N21)=O)CCN(CC3)C(=O)C=3C2=C(N=CN3)CCC2 (5'S,7a'R)-5'-(3,5-difluorophenyl)-1-(6,7-dihydro-5H-cyclopenta[d]pyrimidine-4-carbonyl)-tetrahydro-3'H-spiro[piperidine-4,2'-pyrrolo-[2,1-b][1,3]oxazol]-3'-one